CC1=CC=NC=2NC(N=CC21)=O 5-methyl-2-oxo-1,2-dihydropyrido[2,3-d]pyrimidin